20-(3-(2-((5-methyl-4-(1-(2-methylbenzoyl) indol-5-yl) thiazol-2-yl) amino)-2-oxoethyl) phenoxy)-3,6,9,12,15,18-hexa-oxaeicosyl-sulfonate CC1=C(N=C(S1)NC(CC=1C=C(OCCOCCOCCOCCOCCOCCOCCS(=O)(=O)[O-])C=CC1)=O)C=1C=C2C=CN(C2=CC1)C(C1=C(C=CC=C1)C)=O